(trimethyl)(1-methyl-1,5-cyclooctadiene) platinum [Pt].CC1=C(CCC(=C(CC1)C)C)C